tert-butyl N-{6-[(2R)-2-[(tert-butoxycarbonyl)amino]propyl]-2-chloro-7-methylfuro[3,2-d]pyrimidin-4-yl}-N-(1,3-thiazol-2-ylmethyl)carbamate C(C)(C)(C)OC(=O)N[C@@H](CC1=C(C=2N=C(N=C(C2O1)N(C(OC(C)(C)C)=O)CC=1SC=CN1)Cl)C)C